C(CCCCCCC\C=C/CCCCCCCC)N(CCO)CCO oleyl-bis(2-hydroxyethyl)amine